BrC1=C(OC=2C(=NC=NC2)O)C=CC(=C1)F 5-(2-bromo-4-fluorophenoxy)pyrimidin-4-ol